ClC1=C(C=C(C=C1C(F)F)OCC1CC(C1)(F)F)N1C(N(C=C1)CC=1C=NN(C1)CC)=O 1-{2-chloro-5-[(3,3-difluorocyclobutyl)methoxy]-3-(difluoromethyl)phenyl}-3-[(1-ethyl-1H-pyrazol-4-yl)methyl]-1,3-dihydro-2H-imidazol-2-one